5-Chloro-N-(1-methyl-1H-pyrazol-4-yl)-4-((3aR,6aS)-3a-methylhexahydropyrrolo[3,4-c]pyrrol-2(1H)-yl)pyrimidin-2-amine ClC=1C(=NC(=NC1)NC=1C=NN(C1)C)N1C[C@@H]2CNC[C@@]2(C1)C